FC=1C(=C(C(=O)OCC)C=C(C1)NC(=O)C1(CC1)C1=C(C=C(C=C1)C)F)C=1C=NN(C1)C(C)C Ethyl 3-fluoro-5-({[1-(2-fluoro-4-methylphenyl) cyclopropyl] carbonyl} amino)-2-(1-isopropyl-1H-pyrazol-4-yl)benzoate